N-(4-tert-butoxybenzyl)prop-2-en-1-amine C(C)(C)(C)OC1=CC=C(CNCC=C)C=C1